ClC=1C=C(C(=NC1)N1C(N(C(C1)C#N)C1=CN=CC2=CC=CC=C12)=O)C 1-(5-chloro-3-methylpyridin-2-yl)-3-(isoquinolin-4-yl)-2-oxoimidazoline-4-carbonitrile